6-bromo-7-methyl-1,2-dihydro-3H-pyrazolo[4,3-b]pyridin-3-one BrC=1C(=C2C(=NC1)C(NN2)=O)C